O1CCC(CC1)NC1=CC=C(C=C1)C1C(CC2C(N1)CCC2)C(=O)OC(C)(C)C cis-tert-butyl 2-[4-(tetrahydropyran-4-ylamino) phenyl]-2,3,4,4a,5,6,7,7a-octahydro-1H-cyclopenta[b]pyridine-3-carboxylate